(Z)-2-methyl-2-butenoic acid ((2S,3R,4R)-2-(4-fluorophenyl)-4-(4-(trifluoromethyl)-benzyl)tetrahydrofuran-3-yl)methyl ester FC1=CC=C(C=C1)[C@H]1OC[C@@H]([C@@H]1COC(\C(=C/C)\C)=O)CC1=CC=C(C=C1)C(F)(F)F